FC(COC=1C=2N(N=C(C1)C=1C(NC(NC1)=O)=O)C=CN2)(C2=CC=CC=C2)F 5-(8-(2,2-difluoro-2-phenylethoxy)imidazo[1,2-b]pyridazin-6-yl)pyrimidine-2,4(1H,3H)-dione